(S)-N-(4-(4-(4-cyclopropylpiperazin-1-yl)piperidin-1-yl)phenyl)-4-(3-phenylisoxazolidin-2-yl)-7H-pyrrolo[2,3-d]pyrimidin-2-amine C1(CC1)N1CCN(CC1)C1CCN(CC1)C1=CC=C(C=C1)NC=1N=C(C2=C(N1)NC=C2)N2OCC[C@H]2C2=CC=CC=C2